5,6-difluoro-3-indolecarboxylic acid FC=1C=C2C(=CNC2=CC1F)C(=O)O